ethyl ((S)-2-cyclopropyl-2-(2-((2'-fluoro-5'-hydroxy-2-((S)-1-methoxy-2,2-dimethylpropyl)-[1,1'-biphenyl]-4-yl)methoxy)pyridin-4-yl)ethyl)(methyl)phosphinate C1(CC1)[C@H](CP(OCC)(=O)C)C1=CC(=NC=C1)OCC1=CC(=C(C=C1)C1=C(C=CC(=C1)O)F)[C@H](C(C)(C)C)OC